COC1=C(CNC=2C=3N(C4=C(N2)C=CC(=N4)C(=O)O)C=NC3)C=CC(=C1)OC 6-((2,4-dimethoxybenzyl)amino)imidazo[1,5-a]pyrido[3,2-e]pyrazine-2-carboxylic acid